COC1=NC=C(C=C1C#N)B1OC(C(O1)(C)C)(C)C 2-methoxy-5-(4,4,5,5-tetramethyl-1,3,2-dioxaborolan-2-yl)pyridine-3-carbonitrile